CN1CC(C1)(C)[C@@](O)(C=1C=NC=C(C1)C1=NOC(=N1)C1CCN(CC1)S(=O)(=O)C(C)C)C1=CC=C(C=C1)C(C)C (R)-(1,3-Dimethyl-azetidin-3-yl)-(4-isopropyl-phenyl)-(5-{5-[1-(propane-2-sulfonyl)-piperidin-4-yl]-[1,2,4]oxadiazol-3-yl}-pyridin-3-yl)-methanol